[Po]=O polonium(II) oxide